1-(7-((5-([1,2,4]triazolo[1,5-a]pyridin-6-yl)-4-(2,2-difluoroethoxy)pyrrolo[2,1-f][1,2,4]triazin-2-yl)amino)-2-azaspiro[3.5]nonan-2-yl)ethan-1-one N=1C=NN2C1C=CC(=C2)C=2C=CN1N=C(N=C(C12)OCC(F)F)NC1CCC2(CN(C2)C(C)=O)CC1